(1R,3S,4S)-N-(5-chloro-2,4-difluorophenyl)-2-(6-methyl-4-(trifluoromethyl)pyridin-2-yl)-N-(3-(pyrrolidin-1-yl)propyl)-2-azabicyclo[2.2.1]heptane-3-carboxamide ClC=1C(=CC(=C(C1)N(C(=O)[C@H]1N([C@@H]2CC[C@H]1C2)C2=NC(=CC(=C2)C(F)(F)F)C)CCCN2CCCC2)F)F